C1(C=CC=C1)P(C1=CC=CC=C1)C1=CC=CC=C1 cyclopenta-2,4-dien-1-yl(diphenyl)phosphane